1-(indol-1-ylmethyl)cyclopropane N1(C=CC2=CC=CC=C12)CC1CC1